rac-(R)-3-{6-[6-(hydroxymethyl)-2-azaspiro[3.3]heptan-2-yl]pyridin-3-yl}piperidine-2,6-dione OCC1CC2(CN(C2)C2=CC=C(C=N2)[C@@H]2C(NC(CC2)=O)=O)C1 |r|